N1C=C(C2=CC=CC=C12)C1=C(C=CC=C1)O 2-(1H-indol-3-yl)phenol